Cl.Cl.COC1=C2CCCNC2=NC=C1 5-methoxy-1,2,3,4-tetrahydro-1,8-naphthyridine dihydrochloride